C(C)N(C1=NC2=C(N1C)C=C(C=C2)NC2=CC=C(C=C2)N2CCC(CC2)C(F)(F)F)CC N2,N2-diethyl-1-methyl-N6-(4-(4-(trifluoromethyl)piperidin-1-yl)phenyl)-1H-benzo[d]imidazole-2,6-diamine